4-[(1S)-1-[[2-[(3R)-3-(3-chlorophenoxy)pyrrolidin-1-yl]-2-ethylbutane-carbonyl]amino]ethyl]benzoic acid ClC=1C=C(O[C@H]2CN(CC2)C(CC(=O)N[C@@H](C)C2=CC=C(C(=O)O)C=C2)(CC)CC)C=CC1